methyl (2S)-3-(4-bromophenyl)-2-(tert-butoxycarbonylamino)propanoate BrC1=CC=C(C=C1)C[C@@H](C(=O)OC)NC(=O)OC(C)(C)C